C(C)N(C(C(=C)C)=O)CC N,N-diethyl-methacrylamide